COC(CC1=C(C=C(C=C1F)C1=NC(=CC=C1)O)F)=O 2-[2,6-Difluoro-4-(6-hydroxy-2-pyridinyl)phenyl]acetic acid methyl ester